Ethyl (4S,7S)-15-heptyl-4-isobutyl-9-(methylcarbamoyl)-2,5-dioxo-1-oxa-3,6-diazacyclopentadec-11-ene-7-carboxylate C(CCCCCC)C1CCC=CCC(C[C@H](NC([C@@H](NC(O1)=O)CC(C)C)=O)C(=O)OCC)C(NC)=O